ICC(=O)N 2-iodoacetamide